C(C)(C)(C)OC(C(CCC(=O)O)NC([C@H](CC(C)C)NC([C@H](CC(C)C)NC(=O)OC(C)(C)C)=O)=O)=O 5-tert-Butoxy-4-[[(2S)-2-[[(2S)-2-(tert-butoxycarbonylamino)-4-methyl-pentanoyl]amino]-4-methyl-pentanoyl]amino]-5-oxo-pentanoic Acid